C(CCCCCCCCCCCCCCCCCCC)(=O)OC[C@@H](OC(CCCCCCCCCCCCCCCCCCC)=O)COP(=O)([O-])OCC[N+](C)(C)C 1,2-di-eicosanoyl-sn-glycero-3-phosphocholine